C(CC1=CC=CC=C1)NC(=O)NC=1SC=CN1 1-phenethyl-3-(thiazol-2-yl)urea